COC(=O)C=1N=C2N(C(C1)=O)C=CC=C2 4-oxo-4H-pyrido[1,2-a]pyrimidine-2-carboxylic acid methyl ester